ClC1=C(C=CC=C1)NC(CN1CC2=C(CC1)SC(=C2)C2=NOC(=N2)C(F)(F)F)=O N-(2-chlorophenyl)-2-(2-(5-(trifluoromethyl)-1,2,4-oxadiazol-3-yl)-6,7-dihydrothieno[3,2-c]pyridin-5(4H)-yl)acetamide